CC(C(=O)Cl)(C=C)C 2,2-dimethylbut-3-enoyl chloride